tert-butyl (R)-4-((1-(4-(2-((((benzyloxy)carbonyl)(methyl)amino)methyl)phenyl)selenophen-2-yl)ethyl)amino)-2-chloro-5,7-dihydro-6H-pyrrolo[3,4-d]pyrimidine-6-carboxylate C(C1=CC=CC=C1)OC(=O)N(C)CC1=C(C=CC=C1)C=1C=C([Se]C1)[C@@H](C)NC=1C2=C(N=C(N1)Cl)CN(C2)C(=O)OC(C)(C)C